OCC=1OC(=CC1)CO 2,5-DIHYDROXYMETHYLFURAN